C1(CCCCC1)NC(COC1=CC=C2C=CC(=CC2=C1)C(CC(=O)O)C=1C=C2C(=NC1C)NC=C2)=O 3-(7-(2-(cyclohexylamino)-2-oxoethoxy)naphthalen-2-yl)-3-(6-methyl-1H-pyrrolo[2,3-b]pyridin-5-yl)propanoic acid